C(#N)C(CCC(=O)O)(C)SSC(=O)SCCCCCCCCCCCC 4-cyano-4-(((dodecylthio)carbonylthio)thio)pentanoic acid